10-(carboxymethylaminocarbonyl)-3,7-bis(dimethylamino)-phenothiazine sodium salt [Na+].C(=O)([O-])CNC(=O)N1C2=CC=C(C=C2SC=2C=C(C=CC12)N(C)C)N(C)C